S(SCCNS(=O)(=O)C1=C(C=CC(=C1)Cl)Cl)CCNS(=O)(=O)C1=C(C=CC(=C1)Cl)Cl N,N'-(disulfanediylbis(ethane-2,1-diyl))bis(2,5-dichlorobenzene-sulfonamide)